(3R)-N-[4-(3-cyanophenyl)-5-(2,6-dimethyl-4-pyridinyl)thiazol-2-yl]-3-(hydroxymethyl)morpholine-4-carboxamide C(#N)C=1C=C(C=CC1)C=1N=C(SC1C1=CC(=NC(=C1)C)C)NC(=O)N1[C@@H](COCC1)CO